BrC=1C=C2C(=NC=NC2=C(C1)Br)N[C@@H](C)C1=NC=NN1C1=CC(=NC=N1)C(=O)NC 6-[5-[(1S)-1-[(6,8-dibromoquinazolin-4-yl)amino]ethyl]-1,2,4-triazol-1-yl]-N-methyl-pyrimidine-4-carboxamide